(Z)-3,7-dimethyl-2,7-octadien-1-ol propionate C(CC)(=O)OC\C=C(/CCCC(=C)C)\C